3-fluoro-N-[2-methyl-8-(trifluoromethyl)imidazo[1,2-a]pyridin-6-yl]-5-[(trans)-2-methylpiperidin-4-yl]thiophene-2-carboxamide FC1=C(SC(=C1)[C@H]1C[C@@H](NCC1)C)C(=O)NC=1C=C(C=2N(C1)C=C(N2)C)C(F)(F)F